COC1=CC=C(CC2=NN(C(=N2)CN)C2CCN(CC2)C)C=C1 3-(4-methoxybenzyl)-1-(1-methylpiperidin-4-yl)-1H-1,2,4-triazol-5-ylmethylamine